COC=1C=CC2=C(C(C(O2)C2=CC=C(C=C2)OC)C)C1 (±)-5-methoxy-2-(4-methoxyphenyl)-3-methyl-2,3-dihydrobenzofuran